FC1=C(C=CC=C1)C1=CC(=C(N=N1)NC1C[C@@H]2[C@@H](CN(C2)CC2CCOCC2)C1)OC (3aR,5s,6aS)-N-(6-(2-fluorophenyl)-4-methoxypyridazin-3-yl)-2-((tetrahydro-2H-pyran-4-yl)methyl)octahydrocyclopenta[c]pyrrol-5-amine